C1(CC1)N1C[C@@H](N(CC1)C1=C(C=C(C(=C1)OC)NC1=NC=NC(=C1)N1OCC[C@@H]1C1=C(C=C(C=C1)F)F)NC(C=C)=O)C N-(2-((S)-4-cyclopropyl-2-methylpiperazine-1-yl)-5-((6-((R)-3-(2,4-difluorophenyl)isoxazolidine-2-yl)pyrimidine-4-yl)amino)-4-methoxyphenyl)acrylamide